FC=1C=NC(=NC1)C12CCC(CC2C1)OC[C@@H]1N([C@@H](C[C@@H]1NS(=O)(=O)C)C)C(=O)OC methyl (2R,3S,5R)-2-(((6-(5-fluoropyrimidin-2-yl)bicyclo[4.1.0]heptan-3-yl)oxy)methyl)-5-methyl-3-(methylsulfonamido)pyrrolidine-1-carboxylate